C(C)(C)(C)OC(N(CC1CCCCCCCCCCCCCC1)CCN(CCN(CCNC(=O)OC(C)(C)C)C(=O)OC(C)(C)C)C(=O)OC(C)(C)C)=O [2-(tert-Butoxycarbonyl-{2-[tert-butoxycarbonyl-(2-tert-butoxycarbonylamino-ethyl)-amino]-ethyl}-amino)-ethyl]-cyclopentadecylmethyl-carbamic Acid tert-butyl Ester